C(C)(C)C1=NN=C2N1N=C(C=C2NC2=NC=CC=C2OC)NC(CC)CC 3-isopropyl-N8-(3-methoxypyridin-2-yl)-N6-(pentan-3-yl)-[1,2,4]triazolo[4,3-b]pyridazine-6,8-diamine